1-(1-((3-(3,4-dimethoxythiophen-2-yl)phenyl)sulfonyl)-5-(2-fluorophenyl)-1H-pyrrol-3-yl)-N-methylmethylamine hydrochloride Cl.COC1=C(SC=C1OC)C=1C=C(C=CC1)S(=O)(=O)N1C=C(C=C1C1=C(C=CC=C1)F)CNC